Methyl (E)-2-(4-hydroxy-2-methylstyryl)benzoate OC1=CC(=C(/C=C/C2=C(C(=O)OC)C=CC=C2)C=C1)C